3-oxo-Tetradecanal O=C(CC=O)CCCCCCCCCCC